2-[acetyl-(2-fluorobenzyl)amino]-7-[(dimethylamino)methyl]-6-hydroxy-N-methyl-1-benzothiophene-3-carboxamide C(C)(=O)N(C=1SC2=C(C1C(=O)NC)C=CC(=C2CN(C)C)O)CC2=C(C=CC=C2)F